6-(4-(hydroxymethyl)-2H-1,2,3-triazol-2-yl)-4-methoxy-2-methylpyridine-3-carbonitrile OCC1=NN(N=C1)C1=CC(=C(C(=N1)C)C#N)OC